4-[4-[cyclopropyl(methyl)amino]-1-piperidyl]-N-[8-(methanesulfonamidomethyl)-6-methyl-imidazo[1,2-a]pyrazin-2-yl]-2-methyl-indazole-7-carboxamide C1(CC1)N(C1CCN(CC1)C=1C2=CN(N=C2C(=CC1)C(=O)NC=1N=C2N(C=C(N=C2CNS(=O)(=O)C)C)C1)C)C